C1(CCCC1)N(C(=O)OCC1=C(N=CN1C)C1=CC=C(C(=N1)C)O[C@@H]1C[C@H](CCC1)C(=O)O)C |r| (+/-)-(1S,3S)-3-((6-(5-(((cyclopentyl(methyl)carbamoyl)oxy)methyl)-1-methyl-1H-imidazol-4-yl)-2-methylpyridin-3-yl)oxy)cyclohexane-1-carboxylic acid